C1(CC1)C(=O)NC1=CC=C2C(=N1)N(C=C2C=2C(=CC(=NC2)N(C(OC(C)(C)C)=O)C)OC)COCC[Si](C)(C)C tert-butyl (5-(6-(cyclopropanecarboxamido)-1-((2-(trimethylsilyl)ethoxy)methyl)-1H-pyrrolo[2,3-b]pyridin-3-yl)-4-methoxypyridin-2-yl)(methyl)carbamate